CN(CCCC(=O)NCCCCCCCC(OOC(CC)CC)=O)C 4-(dimethylamino)-N-{8-oxo-8-[(3-pentyloxy)oxy]octyl}-butyramide